1,1'-spirobiindan C12(CCC3=CC=CC=C13)CCC1=CC=CC=C12